tris(2-butoxyethyl) phosphate P(=O)(OCCOCCCC)(OCCOCCCC)OCCOCCCC